[3-[6-(2-chlorophenoxy)-3-pyridinyl]azetidin-1-yl]-[(3R)-3-(triazol-1-yl)pyrrolidin-1-yl]methanone ClC1=C(OC2=CC=C(C=N2)C2CN(C2)C(=O)N2C[C@@H](CC2)N2N=NC=C2)C=CC=C1